OC=1C=CC(=NC1)CC1CCN(CC1)C(=O)OC(C)(C)C Tert-butyl 4-[(5-hydroxy-2-pyridyl)methyl]piperidine-1-carboxylate